(4-{8-chloro-7-[(2-methyl-1H-1,3-benzodiazol-6-yl)oxy]quinoxalin-2-yl}-1H-pyrazol-1-yl)spiro[3.3]heptan-2-ol ClC=1C(=CC=C2N=CC(=NC12)C=1C=NN(C1)C1C(CC12CCC2)O)OC=2C=CC1=C(NC(=N1)C)C2